C=CCCCCCCCCCCCCCCCC 17-methylene-heptadecane